dimethyl-2-Acryloyloxyethyl phosphate P(=O)(OCC(OC(C=C)=O)(C)C)([O-])[O-]